N-(5-(1-(4-Fluoro-3-hydroxyphenyl)-1H-indazol-5-yl)pyridine-2-yl)methanesulfonamide FC1=C(C=C(C=C1)N1N=CC2=CC(=CC=C12)C=1C=CC(=NC1)NS(=O)(=O)C)O